C(C)N(C1=C(C=C(C#N)C=C1)C=O)CC 4-(diethylamino)-3-formyl-benzonitrile